2,2-dimethyl-3-methylenebicyclo-[2.2.1]-heptane CC1(C2CCC(C1=C)C2)C